5-(2,6-dimethoxyphenyl)-2-(4-nitrophenyl)-1H-imidazole COC1=C(C(=CC=C1)OC)C1=CN=C(N1)C1=CC=C(C=C1)[N+](=O)[O-]